C[C@H]1N(CCC1)C1=NC=C(C=C1)[N+](=O)[O-] (R)-2-(2-methylpyrrolidin-1-yl)-5-nitropyridine